1,3-di-(o-cumenyl)guanidine C1(=C(C=CC=C1)NC(=N)NC1=C(C=CC=C1)C(C)C)C(C)C